4-[5-(5-chloropyrimidin-2-yl)oxy-3-(trifluoromethyl)pyrazol-1-yl]-2-(trifluoromethyl)pyrimidine ClC=1C=NC(=NC1)OC1=CC(=NN1C1=NC(=NC=C1)C(F)(F)F)C(F)(F)F